2-(1-((5,5-dimethyl-1,3-dioxan-2-yl)methyl)-1H-imidazol-4-yl)-N,N-dimethyl-5-(2-oxa-6-azaspiro[3.3]heptan-6-yl)aniline CC1(COC(OC1)CN1C=NC(=C1)C1=C(N(C)C)C=C(C=C1)N1CC2(COC2)C1)C